NC1[C@@H]2CN(C[C@H]12)C(=O)OC(C)(C)C |r| tert-butyl rac-(1R,5S)-6-amino-3-azabicyclo[3.1.0]hexane-3-carboxylate